[N+](=O)([O-])C1=CC=C(OCC(=O)O)C=C1 2-(4-Nitrophenoxy)acetic acid